C(CCC)C1CCC(CC1)NC(=O)CC(C(CC(=O)NC1CCC(CC1)CCCC)C(=O)NC1CCC(CC1)CCCC)C(=O)NC1CCC(CC1)CCCC 1,2,3,4-butanetetracarboxylic acid tetra(4-n-butylcyclohexylamide)